4-((7-chloro-3-(2-fluorophenyl)-2,4-dioxo-3,4-dihydroquinazolin-1(2H)-yl)methyl)-N-hydroxybenzoamide ClC1=CC=C2C(N(C(N(C2=C1)CC1=CC=C(C(=O)NO)C=C1)=O)C1=C(C=CC=C1)F)=O